ClC=1C=CC=C2C=C(C(=NC12)C1=CC=C(OCCO)C=C1)OC 2-[4-(8-chloro-3-methoxy-2-quinolinyl)phenoxy]ethanol